2-chloro-N-(p-tolyl)thieno[2,3-d]pyrimidin-4-amine ClC=1N=C(C2=C(N1)SC=C2)NC2=CC=C(C=C2)C